CO[C@@H]1C(C2=C(OC3=C2C=CC=C3)[C@H]([C@@H]1OC)O)=O (2s,3s,4s)-2,3-dimethoxy-4-hydroxy-3,4-dihydro-1(2H)-dibenzofuranone